C(C)OC(C1=C(C=CC=C1)NC(C)C=1SC(=C2C1OC(=CC2=O)N2CCCCC2)C)=O 2-((1-(5-Methyl-4-oxo-2-(piperidin-1-yl)-4H-thieno[3,4-b]pyran-7-yl)ethyl)amino)benzoic acid ethyl ester